(2S)-1-[8-[4-(3-bromo-2-chloro-phenyl)-3-chloro-2-pyridyl]-1-methyl-3,5-dihydro-2H-1,4-benzodiazepin-4-yl]propan-2-ol BrC=1C(=C(C=CC1)C1=C(C(=NC=C1)C1=CC2=C(CN(CCN2C)C[C@H](C)O)C=C1)Cl)Cl